C(CCCCCCCCCCCC(=O)OC1CC(N(C(C1)(C)C)C)(C)C)(=O)OC1CC(N(C(C1)(C)C)C)(C)C bis(1,2,2,6,6-pentamethyl-4-piperidyl) brassylate